11-(9H-carbazol-9-yl)-14-phenylindolo[1,2-f]phenanthridine C1=CC=CC=2C3=CC=CC=C3N(C12)C=1C=CC=2C(=C3N(C=4C=CC=CC4C4=CC=CC=C34)C2C1)C1=CC=CC=C1